C(C)(C)(C)[C@H]1CN(CCN1)C1=CC=C(N=N1)N1C(C2=CC(=CC(=C2C1)F)C=1C(=NN(C1)C)C)=O (S)-2-(6-(3-(tert-butyl)piperazin-1-yl)pyridazin-3-yl)-6-(1,3-dimethyl-1H-pyrazol-4-yl)-4-fluoroisoindolin-1-one